(S)-2-(4-(3,5-dimethylisoxazol-4-yl)indoline-1-carbonyl)pyrrolidine-1-carbonitrile CC1=NOC(=C1C1=C2CCN(C2=CC=C1)C(=O)[C@H]1N(CCC1)C#N)C